N-((6-((4-chlorophenyl)amino)-5-methyl-2-morpholinopyrimidin-4-yl)methyl)-5-methoxypicolinamide ClC1=CC=C(C=C1)NC1=C(C(=NC(=N1)N1CCOCC1)CNC(C1=NC=C(C=C1)OC)=O)C